NC(C(=O)O)C(C=O)C1=C(C=CC=C1)O[C@@H]1O[C@@H]([C@H]([C@@H]([C@H]1O)O)O)CO 2-amino-3-(((2S,3R,4S,5S,6R)-3,4,5-trihydroxy-6-(hydroxymethyl)tetrahydro-2H-pyran-2-yloxy)phenyl)-4-oxobutanoic acid